CC1=CC=CC(=N1)C=1N=C2N(C1C1=CC(=NC=C1)C1=NC3=C(CNCC3)N1)CCC2 2-(4-(2-(6-Methylpyridin-2-yl)-6,7-dihydro-5H-pyrrolo[1,2-a]imidazol-3-yl)pyridin-2-yl)-4,5,6,7-tetrahydro-3H-imidazolo[4,5-c]pyridine